2-(4-bromo-2-(ethoxycarbonyl)-7-fluorobenzo[b]thiophen-3-yl)-7-ethoxy-1H-benzo[d]imidazole-6-carboxylic acid BrC1=CC=C(C=2SC(=C(C21)C2=NC1=C(N2)C(=C(C=C1)C(=O)O)OCC)C(=O)OCC)F